C12(CC(C1)C2)N2N=CC(=C2Cl)NC2=NC1=CC(=C(C=C1C=N2)Cl)N2CCC1(CCOC1)CC2 N-[1-(bicyclo[1.1.1]pentan-1-yl)-5-chloro-1H-pyrazol-4-yl]-6-chloro-7-(2-oxa-8-azaspiro[4.5]decan-8-yl)quinazolin-2-amine